BrC1=CC=C2C(=CNC2=C1)NC(=O)NC1=CC=C(C=C1)SC(F)(F)F 1-(6-bromo-1H-indol-3-yl)-3-(4-((trifluoromethyl)thio)phenyl)urea